BrC=1C=CC2=C(OCCCN3C2=NC(=C3)N3C(OC[C@H]3C(F)F)=S)C1 (S)-3-(10-bromo-6,7-dihydro-5H-benzo[b]imidazo[2,1-d][1,5]oxazocine-2-yl)-4-(difluoromethyl)oxazolidine-2-thione